SC=1N(C2=C(N1)C=CC=C2)S 2,3-dimercaptobenzimidazole